2-Chloro-N-[1-(4-fluorophenyl)-1H-indazol-4-yl]-5-([(3-hydroxy-2,2-dimethylpropanoyl)amino]methyl)benzamide ClC1=C(C(=O)NC2=C3C=NN(C3=CC=C2)C2=CC=C(C=C2)F)C=C(C=C1)CNC(C(CO)(C)C)=O